N1C=NC(=C1)CC=O 2-(1H-imidazol-4-yl)acetaldehyde